CC1(CCOCC1)C=1SC=C(N1)CO (2-(4-methyltetrahydro-2H-pyran-4-yl)thiazol-4-yl)methanol